2-chloro-6,7,8,9-tetrahydroimidazo[1,2-a:4,5-b']dipyridine ClC1=CC=C2C(=N1)N=C1N2CCCC1